N[C@H](CCCC)C(=O)O (R)-Norleucine